ethyl N-[(1,3-dicyclohexyl-6-hydroxy-2,4-dioxo-1,2,3,4-tetrahydro-5-pyrimidinyl)carbonyl]-glycinate C1(CCCCC1)N1C(N(C(C(=C1O)C(=O)NCC(=O)OCC)=O)C1CCCCC1)=O